O=C1NC(CCC1N1C(=NC2=CC=CC(=C2C1=O)N1C2CN(CC1C2)C(=O)OC(C)(C)C)C)=O tert-butyl 6-(3-(2,6-dioxopiperidin-3-yl)-2-methyl-4-oxo-3,4-dihydroquinazolin-5-yl)-3,6-diazabicyclo[3.1.1]heptane-3-carboxylate